hexafluorooctyl acrylate C(C=C)(=O)OC(C(CCCCCC(F)(F)F)F)(F)F